N-(3-(3-aminopropanamido)propyl)-4-((3-(1-(2,2-difluoroethyl)-3-(trifluoromethyl)-1H-pyrazol-4-yl)imidazo[1,2-a]pyrazin-8-yl)amino)-2-ethylbenzamide NCCC(=O)NCCCNC(C1=C(C=C(C=C1)NC=1C=2N(C=CN1)C(=CN2)C=2C(=NN(C2)CC(F)F)C(F)(F)F)CC)=O